benzyl(4-chloro-2-fluoro-6-(methoxymethyl)phenyl)sulfane C(C1=CC=CC=C1)SC1=C(C=C(C=C1COC)Cl)F